2-cyclopropyl-3-nitrophenol C1(CC1)C1=C(C=CC=C1[N+](=O)[O-])O